ClC=1C2=CN(N=C2C(=C(C1)C1=CC=C(C=C1)N1CCOCC1)C)C(C(=O)OCC)C1=C2N(C=N1)C[C@@H](C2)F ethyl 2-(4-chloro-7-methyl-6-(4-morpholinophenyl)-2H-indazol-2-yl)-2-((R)-6-fluoro-6,7-dihydro-5H-pyrrolo[1,2-c]imidazol-1-yl)acetate